C(C)(C)(C)N1N=C(N=N1)C(=O)NCC1=C(C=C(C=C1)C=1C=2N(C=C(N1)N1CCN(CC1)C)N=CC2)C 2-(tert-butyl)-N-(2-methyl-4-(6-(4-methylpiperazin-1-yl)pyrazolo[1,5-a]pyrazin-4-yl)benzyl)-2H-tetrazole-5-carboxamide